4-(2-(5-Chloropyridin-2-yl)-4-fluoro-2-methyl-2H-chromen-8-yl)piperidine-1-carboxylic acid tert-butyl ester C(C)(C)(C)OC(=O)N1CCC(CC1)C=1C=CC=C2C(=CC(OC12)(C)C1=NC=C(C=C1)Cl)F